dopamine molybdenum [Mo].NCCC1=CC(O)=C(O)C=C1